methyl 2-methyl-2-(4-nitroindazol-1-yl)propanoate CC(C(=O)OC)(C)N1N=CC2=C(C=CC=C12)[N+](=O)[O-]